C1(=CC(=CC(=C1)C)C)N1CCNCC1 4-(3,5-xylyl)piperazine